NC1=C(SC2=NC(=CC=C21)C)C(=O)N[C@@H]2CC=1C=CC(=NC1CC2)N2C[C@@]([C@H](C2)N)(C)COC 3-amino-N-[(6S)-2-[(3R,4R)-4-amino-3-(methoxymethyl)-3-methylpyrrolidin-1-yl]-5,6,7,8-tetrahydroquinolin-6-yl]-6-methylthieno[2,3-b]pyridine-2-carboxamide